2-(naphthalen-2-yl)propionic acid C1=C(C=CC2=CC=CC=C12)C(C(=O)O)C